C(C)N(C(C(N)=O)=O)CC1=C(C=CC=C1)C N'-ethyl-N'-(o-tolylmethyl)oxamide